2-(2-chloropropanamido)-5,6-dihydro-4H-cyclopenta[b]thiophene-3-carboxamide ClC(C(=O)NC1=C(C2=C(S1)CCC2)C(=O)N)C